ONC(=N)C1=CC2=C([C@@H](CO2)NC(OC(C)(C)C)=O)C=C1 tert-butyl N-[(3S)-6-(N-hydroxycarbamimidoyl)-2,3-dihydro-1-benzofuran-3-yl]carbamate